4-(2-carboxyethyl)pimelic acid C(=O)(O)CCC(CCC(=O)O)CCC(=O)O